C(C)(C)(C)OC(=O)N1CC2=C(CC1C)C(=C(S2)NC(CCNCCOC)=O)C=2SC1=C(N2)C=C(C=C1)F.C(C)C1=CC=CC2=C(C3=CC=CC=C3C(=C12)OCCC)OCCC 1-ethyl-9,10-dipropyloxyanthracene tert-Butyl-3-(5-fluorobenzo[d]thiazol-2-yl)-2-(3-((2-methoxyethyl)amino)propanamido)-5-methyl-4,7-dihydrothieno[2,3-c]pyridine-6(5H)-carboxylate